C(#N)C=1C(=NC(=CC1N1CC(C1)N1CCN(CC1)C(=O)OC(C)(C)C)N1CCC2(C=CCO2)CC1)C(F)(F)F tert-butyl 4-(1-(3-cyano-6-(1-oxa-8-azaspiro[4.5]dec-3-en-8-yl)-2-(trifluoromethyl)pyridin-4-yl)azetidin-3-yl)piperazine-1-carboxylate